Cl.CN1C2CNC(C1)CC2 2-methyl-2,5-diazabicyclo[2.2.2]Octane hydrochloride